(7-(1-(4-fluorophenyl)-6-methyl-1H-indazol-5-yl)-4,7-diazaspiro[2.5]octan-4-yl)(1-methyl-1H-pyrazol-4-yl)methanone FC1=CC=C(C=C1)N1N=CC2=CC(=C(C=C12)C)N1CCN(C2(CC2)C1)C(=O)C=1C=NN(C1)C